1-(chloromethyl)-4-chlorobenzene ClCC1=CC=C(C=C1)Cl